C(CCC=CCCCCCC)=O 4-undecenal